N-{3-[4-(4-methoxyphenyl)piperazin-1-yl]propyl}-8-methyl-2-(4-methylbenzyl)-4,5-dihydro-2H-furo[2,3-g]indazole-7-carboxamide COC1=CC=C(C=C1)N1CCN(CC1)CCCNC(=O)C1=C(C2=C(CCC3=CN(N=C23)CC2=CC=C(C=C2)C)O1)C